8-methyl-7-(3-((3-methylpyridin-4-yl)amino)-7,8-dihydro-1,6-naphthyridin-6(5H)-yl)-4H-pyrimido[1,2-b]pyridazin-4-one CC1=CC=2N(N=C1N1CC=3C=C(C=NC3CC1)NC1=C(C=NC=C1)C)C(C=CN2)=O